5-chloro-2-[(3-methylphenyl)methylsulfonyl]-N-(5-propyl-1,3,4-thiadiazol-2-yl)pyrimidine-4-carboxamide ClC=1C(=NC(=NC1)S(=O)(=O)CC1=CC(=CC=C1)C)C(=O)NC=1SC(=NN1)CCC